ClC1=C(C=CC(=C1)C)C=1C=CC(=C(C(=O)O)C1)NC(CC1=CC=CC=C1)=O 5-(2-chloro-4-methylphenyl)-2-[(2-phenylacetyl)amino]benzoic acid